NC=1C2=C(N=CN1)N(C(=C2C2=CC=C(C=C2)C(=O)N2CCCC2)C2=CC=C(C=C2)N2C(C=CC2)=O)C 1-(4-(4-amino-7-methyl-5-(4-(pyrrolidine-1-carbonyl)phenyl)-7H-pyrrolo[2,3-d]pyrimidin-6-yl)phenyl)-1H-pyrrol-2(5H)-one